C(C1=CC=CC=C1)OC(=O)N1CCN(CC1)CC1CCN(CC1)CCCCNC1=C2CN(C(C2=CC=C1)=O)C1C(NC(CC1)=O)=O.C(CCC)N1C(OC(C1=O)=C(C1=CC=CC=C1)C1=CC=CC=C1)=O 3-butyl-5-(diphenylmethylene)oxazolidine-2,4-dione benzyl-4-[[1-[4-[[2-(2,6-dioxo-3-piperidyl)-1-oxo-isoindolin-4-yl]amino]butyl]-4-piperidyl]methyl]piperazine-1-carboxylate